N/C(=C\[N+](=O)[O-])/NCC1(CN(C1)C(=O)C1=C(C(=C(C=C1)F)F)NC1=C(C=C(C=C1)I)F)O 3-({[(E)-1-amino-2-nitroethenyl]Amino}methyl)-1-({3,4-difluoro-2-[(2-fluoro-4-iodophenyl)amino]Phenyl}carbonyl)azetidine-3-ol